N-(3-((5-(4-cyanophenyl)-2-((1-methyl-1H-pyrazol-4-yl)amino)pyrimidin-4-yl)amino)-4-fluorophenyl)acrylamide C(#N)C1=CC=C(C=C1)C=1C(=NC(=NC1)NC=1C=NN(C1)C)NC=1C=C(C=CC1F)NC(C=C)=O